NC1=NC(=C2C(=N1)N(N=C2)CC2=CC(=C(C=C2)N)C)C2=CC(=NC=C2)C#N 4-(6-amino-1-(4-amino-3-methylbenzyl)-1H-pyrazolo[3,4-d]pyrimidine-4-yl)picolinonitrile